P1C=C1 phosphirine